N1=CC(=CC=C1)CNC(C=C)=O N-[(pyridin-3-yl)methyl]propenamide